N-(2-methoxy-5-((4-(trifluoromethyl)phenyl)amino)phenyl)-1-methyl-5-oxopyrrolidine-2-carboxamide COC1=C(C=C(C=C1)NC1=CC=C(C=C1)C(F)(F)F)NC(=O)C1N(C(CC1)=O)C